BrC1=C(C=C(C(=O)NC2=C(C(=C(C=C2)Br)F)F)C=C1)F 4-bromo-N-(4-bromo-2,3-difluoro-phenyl)-3-fluoro-benzamide